5-amino-1-naphthalenecarboxylic acid NC1=C2C=CC=C(C2=CC=C1)C(=O)O